tert-butyl N-{[(4R)-8-[2-(trifluoromethyl)pyridin-4-yl]-3,4-dihydro-2H-1-benzopyran-4-yl]methyl}carbamate FC(C1=NC=CC(=C1)C1=CC=CC=2[C@@H](CCOC21)CNC(OC(C)(C)C)=O)(F)F